FC1=C(C(=CC(=C1)C=1C(=NC=CC1)OCCC)F)N1CCC(CC1)CC(=O)O 2-[1-[2,6-difluoro-4-(2-propoxy-3-pyridyl)phenyl]-4-piperidyl]acetic acid